6-bromo-7-methoxy-2-methylimidazo[1,2-a]pyrimidine BrC=1C(=NC=2N(C1)C=C(N2)C)OC